CC1=CC(=C(C(=C1)C(C)C1=CC=CC=C1)N1CN(C2=C1C1=CC=CC3=CC=CC2=C13)C1=C(C=C(C=C1C(C)C1=CC=CC=C1)C)C(C)C1=CC=CC=C1)C(C)C1=CC=CC=C1 7,9-bis(4-methyl-2,6-bis(1-phenylethyl)phenyl)-7H-acenaphtho[1,2-d]imidazole